benzyl {5-[2-(3,4-dichlorophenoxy)acetamido]bicyclo[3.1.1]heptan-1-yl}carbamate ClC=1C=C(OCC(=O)NC23CCCC(C2)(C3)NC(OCC3=CC=CC=C3)=O)C=CC1Cl